(2S,3S,4R,5R)-5-(2-(2-chlorothiophen-3-yl)-6-(methylamino)-9H-purin-9-yl)-N-ethyl-3,4-dihydroxyltetrahydrofuran-2-carboxamide ClC=1SC=CC1C1=NC(=C2N=CN(C2=N1)[C@H]1[C@@H]([C@@H]([C@H](O1)C(=O)NCC)O)O)NC